bipyridine-5,5'-diformaldehyde N1=C(C=CC(=C1)C=O)C1=NC=C(C=C1)C=O